C1=CC(=C(C=C1C#N)F)I 4-cyano-2-fluoroiodobenzene